OO.[Si] silicon compound with hydrogen peroxide